C(C)(=O)NCC(=O)NC=1C=C(C=2N(C1)C(=C(N2)C)C)NCC2=C(C=CC=C2C)C 2-acetamido-N-(8-((2,6-dimethylbenzyl)amino)-2,3-dimethylimidazo[1,2-a]pyridin-6-yl)acetamide